BrC1=C2C=CNC2=C(C(=C1CC1=CC(=NC=C1)C#N)F)F 4-((4-bromo-6,7-difluoro-1H-indol-5-yl)methyl)picolinonitrile